C(C1=CC=CC=C1)N1C(C(=C(C=C1)CNC(CO)(C)C)O)=O 1-Benzyl-3-hydroxy-4-[(1-hydroxy-2-methylpropan-2-ylamino)methyl]pyridin-2(1H)-one